FC1=CC=C(C=C1)N1C(=NC=C1C1=CC=CC=C1)C(=O)C1=CC=CC=C1 (1-(4-fluorophenyl)-5-phenyl-1H-imidazol-2-yl)(phenyl)methanone